CN(/C=C/C(=O)C1=C(C=CC(=C1)OCOCCOC)O)C (E)-3-(dimethylamino)-1-(2-hydroxy-5-((2-methoxyethoxy)methoxy)phenyl)prop-2-en-1-one